Cl.N1C[C@H](CC1)O (S)-pyrrolidin-3-ol, hydrochloride salt